NC=1C=C2CCC(NC2=C(C1)F)=O 6-amino-8-fluoro-3,4-dihydro-1H-quinolin-2-one